C(CCCC)OC(CC(C)C)=O isovaleric acid pentyl ester